ClC=1C(=C2C(=NC1)NC(=N2)C2=CC=C(C=C2)N2CC(N(CC2)CCOCC)=O)NC2CCN(CC2)C 4-(4-{6-Chloro-7-[(1-methylpiperidin-4-yl)amino]-3H-imidazo[4,5-b]pyridin-2-yl}phenyl)-1-(2-ethoxyethyl)piperazin-2-one